FC(OC1=CC=CC=2C(N([C@H]3C=4N([C@@H](C21)C3)C3=C(N4)C=CC(=C3)C#CC=3C=NSC3)C([2H])([2H])[2H])=O)F (7R,14R)-1-(difluoromethoxy)-11-(isothiazol-4-ylethynyl)-6-(methyl-d3)-6,7-dihydro-7,14-methanobenzo[f]benzo[4,5]imidazo[1,2-a][1,4]diazocin-5(14H)-one